(R)-1-(1-acryloylpyrrolidin-3-yl)-3-(4-(3-chlorophenoxy)phenyl)-1H-imidazo[4,5-c]pyridin-2(3H)-one C(C=C)(=O)N1C[C@@H](CC1)N1C(N(C=2C=NC=CC21)C2=CC=C(C=C2)OC2=CC(=CC=C2)Cl)=O